1,1'-(hexane-1,6-diyl)bis(1-methylpyrrolidinium) C(CCCCC[N+]1(CCCC1)C)[N+]1(CCCC1)C